tert-butyl (2R,5S)-4-(2-chloro-9-methyl-9H-purin-6-yl)-2,5-dimethylpiperazine-1-carboxylate ClC1=NC(=C2N=CN(C2=N1)C)N1C[C@H](N(C[C@@H]1C)C(=O)OC(C)(C)C)C